tert-butyl N-[(3R)-1-[7-[(8-fluoro-2-methyl-imidazo[1,2-a]pyridin-6-yl)-carbamoyl]-2-methyl-indazol-4-yl]pyrrolidin-3-yl]-N-(2-oxabicyclo[2.1.1]hexan-1-ylmethyl)-carbamate FC=1C=2N(C=C(C1)NC(=O)C1=CC=C(C3=CN(N=C13)C)N1C[C@@H](CC1)N(C(OC(C)(C)C)=O)CC13OCC(C1)C3)C=C(N2)C